FC=1C=C(/C=C/B2OC(C(O2)(C)C)(C)C)C=CC1 (E)-2-(3-fluorostyryl)-4,4,5,5-tetramethyl-1,3,2-dioxaborolane